tert-butyl 2-[3-[(1S)-1-(tert-butoxycarbonylamino)-2-oxazol-2-yl-ethyl]-5-methyl-1,2,4-triazol-4-yl]-4,5-dimethyl-thiophene-3-carboxylate C(C)(C)(C)OC(=O)N[C@@H](CC=1OC=CN1)C1=NN=C(N1C=1SC(=C(C1C(=O)OC(C)(C)C)C)C)C